C(C)(C)(C)OC(=O)N1CC(C1)(OC=1C=NC(=CC1)C(NC)=O)C 3-methyl-3-((6-(methylcarbamoyl)pyridin-3-yl)oxy)azetidine-1-carboxylic acid tert-butyl ester